1-[3-(2-pyridyl)pyrazin-2-yl]ethylamine N1=C(C=CC=C1)C=1C(=NC=CN1)C(C)N